(3S,4R,5S)-3-fluoro-4-(fluoromethyl)-5-(hydroxymethyl)pyrrolidin-2-one F[C@@H]1C(N[C@@H]([C@@H]1CF)CO)=O